6-(cyclopropanecarboxamido)-4-((3-methoxy-4-(1-methyl-1H-1,2,4-triazol-3-yl)pyridine-2-yl)amino)-N-(methyl-d3)nicotinamide C1(CC1)C(=O)NC1=NC=C(C(=O)NC([2H])([2H])[2H])C(=C1)NC1=NC=CC(=C1OC)C1=NN(C=N1)C